N-(5-((8-(4-fluoro-2-isopropoxyphenyl)quinazolin-2-yl)amino)-2-methylphenyl)-4-(4-methylpiperazine-1-carbonyl)benzamide FC1=CC(=C(C=C1)C=1C=CC=C2C=NC(=NC12)NC=1C=CC(=C(C1)NC(C1=CC=C(C=C1)C(=O)N1CCN(CC1)C)=O)C)OC(C)C